C1(=CC=CC=C1)S(=O)(=O)ON=C(C#N)C1=CC=C(C=C1)C (benzenesulfonyloxyimino)-4-methylphenylacetonitrile